C(CCCCCCCO)CCCCCCC(=O)[O-] The molecule is an omega-hydroxy-lon-chain fatty acid anion that is the conjugate base of 15-hydroxypentadecanoic acid, obtained by deprotonation of the carboxy group; major species at pH 7.3. It is a conjugate base of a 15-hydroxypentadecanoic acid.